3-(1-(azetidin-3-yl)-1H-pyrazol-4-yl)-5-(2,3-dihydro-1H-inden-4-yl)-6-methoxy-1-(4-methoxybenzyl)-1H-pyrazolo[4,3-b]Pyridine N1CC(C1)N1N=CC(=C1)C1=NN(C=2C1=NC(=C(C2)OC)C2=C1CCCC1=CC=C2)CC2=CC=C(C=C2)OC